N1(C=NC=C1)CC1=CC=C(C=C1)C=1OC2=C(C=C(C=C2C(C1C)=O)C)[C@@H](C)NC1=C(C(=O)O)C=CC=C1 (R)-2-((1-(2-(4-((1H-imidazol-1-yl)methyl)phenyl)-3,6-dimethyl-4-oxo-4H-chromen-8-yl)ethyl)amino)benzoic acid